2-(1-acrylamido-4-piperidinyl)-7-(3,5-dimethoxyphenylethynyl)-5H-pyrrolo[2,3-b]pyrazine C(C=C)(=O)NN1CCC(CC1)C=1N=C2C(=NC1)NC=C2C#CC2=CC(=CC(=C2)OC)OC